C[C@]1(N(CCC1)C(=O)OC(C)(C)C)CC=O tert-butyl (2R)-2-methyl-2-(2-oxoethyl)pyrrolidine-1-carboxylate